[9-(5-fluoro-pyridin-2-yl)-6-oxaspiro[4.5]decan-9-yl]acetonitrile FC=1C=CC(=NC1)C1(CCOC2(CCCC2)C1)CC#N